3-methyl-4-iodobenzoic acid methyl ester COC(C1=CC(=C(C=C1)I)C)=O